CN(C)CCCN=C=NCC 2-methyl-2,6,8-triaza-6,7-decadiene